((6-amino-2-(difluoromethyl)pyrimidin-4-yl)amino)-4-fluoro-N-methylnicotinamide NC1=CC(=NC(=N1)C(F)F)NC1=C(C(=O)NC)C(=CC=N1)F